6'-ethoxy-5-nitro-3-(2-trityl-2H-tetrazol-5-yl)-2,3'-bipyridyl C(C)OC1=CC=C(C=N1)C1=NC=C(C=C1C=1N=NN(N1)C(C1=CC=CC=C1)(C1=CC=CC=C1)C1=CC=CC=C1)[N+](=O)[O-]